5b-cholestan-3b-ol CC(C)CCC[C@@H](C)[C@H]1CC[C@H]2[C@@H]3CC[C@@H]4C[C@H](CC[C@]4(C)[C@H]3CC[C@]12C)O